NC1=C(C=C(C=C1)N)CCC[N+]1(CCSCC1)C 4-[3-(2,5-diaminophenyl)propyl]-4-methylthiomorpholin-4-ium